ClC=1C=C2C(N3C(=NC2=CC1Cl)[C@H]1CCCN([C@@H]1CC3)C(C)C)=O |r| (±)-(4aR,13bS)-10,11-dichloro-4-isopropyl-1,2,3,4,4a,5,6,13b-octahydro-8H-[1,6]naphthyridino[5,6-b]quinazolin-8-one